[Br-].[Br-].CCCCCCCCCCCCCCCCCCCC eicosane dibromide